C(C)N(C1=CC=C(C=C1)NC=1C=CC2=C(OCC(N2C)=O)C1)CCCOC 7-((4-(ethyl(3-methoxypropyl)amino)phenyl)amino)-4-methyl-2H-benzo[b][1,4]oxazin-3(4H)-one